FC(C1=NC=CC(=C1)C1=C2CCC=C(C2=CC=C1)C#N)(F)F 5-(2-(trifluoromethyl)pyridin-4-yl)-3,4-dihydronaphthalene-1-carbonitrile